OC1=C(C=C(C=C1)O)P1(OC2=C(C=CC=C2C=2C=CC=CC12)CC1=CC=CC=C1)=O 10-(2,5-dihydroxyphenyl)-8-benzyl-9,10-dihydro-9-oxa-10-phosphaphenanthrene-10-oxide